C1(CC1)COC1=CC(=C2C(NC(=NC2=C1)CSC1CCNCC1)=O)F 7-(Cyclopropylmethoxy)-5-fluoro-2-((piperidin-4-ylthio)methyl)quinazolin-4(3H)-one